Cyanostilbene C1=CC=C(C=C1)C=CC2=CC=CC=C2C#N